1-octyl-3-ethylpiperidinium triflate [O-]S(=O)(=O)C(F)(F)F.C(CCCCCCC)[NH+]1CC(CCC1)CC